3-(5-amino-3-chloropyridin-2-yl)-2,5-dihydropyrrole-1-carboxylic acid tert-butyl ester C(C)(C)(C)OC(=O)N1CC(=CC1)C1=NC=C(C=C1Cl)N